2-(adamantan-1-yl)imidazol C12(CC3CC(CC(C1)C3)C2)C=2NC=CN2